C1=CC=CC=2C3=CC=CC=C3C(C12)COC(=O)N([C@@H]([C@@H](C)CC)C(=O)O[C@@H]([C@@H](NC(=O)OC(C)(C)C)C(=O)O)C)C O-(N-(((9H-fluoren-9-yl)methoxy)carbonyl)-N-methyl-L-isoleucyl)-N-(tert-butoxycarbonyl)-D-allothreonine